O=[AsH] oxoarsine